bisphenol-A dicyanate [O-]C#N.[O-]C#N.OC1=CC=C(C=C1)C(C)(C)C1=CC=C(C=C1)O